[Cl-].C(C=C)(=O)OCC[N+](CC)(CC)CC 2-(acryloyloxy)ethyltriethylammonium chloride